OCC([C@H](C[C@H]1C(NCC1)=O)NC(=O)[C@H]1N(C[C@H]2[C@@H]1CCC2)C(=O)C2=CC1=C(N2)SC=C1)=O (1S,3aR,6aS)-N-[(2S)-4-hydroxy-3-oxo-1-[(3S)-2-oxopyrrolidin-3-yl]butan-2-yl]-2-{6H-thieno[2,3-b]pyrrole-5-carbonyl}-hexahydro-1H-cyclopenta[c]pyrrole-1-carboxamide